neopentyl glycol diacrylate methyl-acrylate CC(C(=O)O)=C.C(C=C)(=O)O.C(C=C)(=O)O.OCC(C)(CO)C